N-(4-Bromo-3-(2-(dimethylamino)ethoxy)phenyl)-6-(2-fluoro-4-(5-methyl-1,2,4-oxadiazol-3-yl)phenyl)nicotinamid BrC1=C(C=C(C=C1)NC(C1=CN=C(C=C1)C1=C(C=C(C=C1)C1=NOC(=N1)C)F)=O)OCCN(C)C